CN1N=NC(=C1C(=O)O)C1=CC=CC=C1 1-methyl-4-phenyl-1H-1,2,3-triazole-5-carboxylic acid